M-(3-(4-(aminomethyl)pyridin-2-yl)-5-methylbenzoyl)-2-fluorobenzenesulfonohydrazide NCC1=CC(=NC=C1)C=1C=C(C(=O)C=2C(=C(C=CC2)S(=O)(=O)NN)F)C=C(C1)C